ClC1=CC(=NC=C1Cl)NC(C=1NC(=C(N1)S(=O)(=O)C)C)C1=CC(=C(C=C1)F)Cl 4,5-dichloro-N-((3-chloro-4-fluorophenyl)(5-methyl-4-(methylsulfonyl)-1H-imidazol-2-yl)methyl)pyridin-2-amine